FC(C(=O)O)(F)F.FC(C1=CC(=NC=C1C(F)(F)F)OC1CC2(CNC2)C1)(F)F 6-[[4,5-bis(Trifluoromethyl)-2-pyridyl]oxy]-2-azaspiro[3.3]heptane trifluoroacetate salt